trifluoroethyl-methyl-cyclotrisiloxane FC(C[Si]1(O[SiH2]O[SiH2]O1)C)(F)F